[Fe](Cl)(Cl)Cl iron(III) tri-chloride